C(C=C)OC1=C(C=C(C=C1)/C=C/C(=O)N1CCN(CC1)S(=O)(=O)C1=C(C=CC(=C1)Cl)Cl)OC (E)-3-(4-(allyloxy)-3-methoxyphenyl)-1-(4-((2,5-dichlorophenyl)sulfonyl)piperazin-1-yl)prop-2-en-1-one